2-[(2,4-dimethoxyphenyl)methylamino]-8-[6-[2-(dimethylamino)ethoxy]-3-pyridinyl]-6-(5-methyl-3,4-dihydro-2H-quinoxalin-1-yl)pyrido[2,3-d]pyrimidin-7-one COC1=C(C=CC(=C1)OC)CNC=1N=CC2=C(N1)N(C(C(=C2)N2CCNC1=C(C=CC=C21)C)=O)C=2C=NC(=CC2)OCCN(C)C